C1(CCCC1)[C@H](C)OC(=O)NC=1C(=NOC1C1=CC=C(C(=N1)C)NC(=O)C1CCCCC1)C (1S,2S)-2-((6-(4-((((R)-1-Cyclopentylethoxy)carbonyl)amino)-3-methylisoxazol-5-yl)-2-methylpyridin-3-yl)carbamoyl)cyclohexan